CC1=C(OC2=C(C1=O)C=C(C=C2[C@@H](C)NC2=C(C(=O)N)C=CC=C2)C)C2=CC=CC=C2 2-[[(1R)-1-(3,6-dimethyl-4-oxo-2-phenyl-benzopyran-8-yl)ethyl]amino]benzamide